3-(5-(3-(4-(6-(6-((R)-2-(3-fluorophenyl)pyrrolidin-1-yl)imidazo[1,2-b]pyridazin-3-yl)pyridin-2-yl)piperazin-1-yl)propyl)-1H-benzo[d]imidazol-1-yl)piperidine-2,6-dione FC=1C=C(C=CC1)[C@@H]1N(CCC1)C=1C=CC=2N(N1)C(=CN2)C2=CC=CC(=N2)N2CCN(CC2)CCCC2=CC1=C(N(C=N1)C1C(NC(CC1)=O)=O)C=C2